Methyl (S)-2-(4-(6-((4-bromo-2-fluorobenzyl)oxy)pyridin-2-yl)-2,5-difluorobenzyl)-1-(4,4-dimethyltetrahydrofuran-3-yl)-1H-benzo[d]imidazole-6-carboxylate BrC1=CC(=C(COC2=CC=CC(=N2)C2=CC(=C(CC3=NC4=C(N3[C@@H]3COCC3(C)C)C=C(C=C4)C(=O)OC)C=C2F)F)C=C1)F